S1C=NC(=C1)CCN1C(C2=CC=CC=C2C1=O)=O 2-(2-thiazol-4-ylethyl)isoindoline-1,3-dione